C1=CC(=CC=C1C=O)NC2=CC=C(C=C2)C=O 4,4'-DIFORMYLDIPHENYLAMINE